BrC=1C(=NC=C(C1)Cl)C(O)([2H])[2H] (3-bromo-5-chloropyridin-2-yl)methane-d2-ol